C1(=CC=CC=C1)CCS(=O)(=O)N 2-phenylethanesulfonamide